ClC=1C(=NC(=NC1)NC1=CC=C(C=C1)N1CCOCC1)OC[C@H]1C[C@H](CC1)NC(C(F)F)=O N-((1S,3R)-3-(((5-chloro-2-((4-morpholinophenyl)amino)pyrimidin-4-yl)oxy)methyl)cyclopentyl)-2,2-difluoroacetamide